CC1=C(C=CC=C1)\C=C\C(C(C)C1=CC=CC=C1)=O (E)-1-(2-methylphenyl)-4-phenyl-1-penten-3-one